2-((2-chloro-5-((trans-3,4-difluoropyrrolidin-1-yl)methyl)pyrimidin-4-yl)oxy)-1-fluoro-5,6,8,9,10,11-hexahydro-7H-pyrido[3',4':4,5]pyrrolo[2,3-f]isoquinolin-7-one ClC1=NC=C(C(=N1)OC=1N=CC=2CCC3=C(C2C1F)NC1=C3C(NCC1)=O)CN1C[C@H]([C@@H](C1)F)F